C(C)OC(=O)C=1NC2=C(C(=CC=C2C1CCCOC1=CC=CC2=CC=CC=C12)F)Br 7-bromo-6-fluoro-3-(3-(naphthalen-1-yloxy)propyl)-1H-indole-2-carboxylic acid ethyl ester